1-bromo-2-chloro-4-nitrobenzene BrC1=C(C=C(C=C1)[N+](=O)[O-])Cl